FC1=C(C(=C(C(=C1F)F)F)F)CCCC(=O)O 4-(perfluorophenyl)butanoic acid